FC1=C(C=CC=C1F)C#CC1=CC=C(C=C1)[C@@H]1[C@@H]2CN(C[C@H]([C@H](CN2[C@@H]1CN(C)C)O)O)C(=O)NC1=CC=C(C=C1)OC (3S,4R,8R,9S,10S)-9-[4-[2-(2,3-difluorophenyl)ethynyl]phenyl]-10-[(dimethylamino)methyl]-3,4-dihydroxy-N-(4-methoxyphenyl)-1,6-diazabicyclo[6.2.0]decane-6-carboxamide